(1R,2R,3S,4R,5S)-4-(2-(benzylthio)-6-(methylamino)-9H-purin-9-yl)-1-(hydroxymethyl)bicyclo[3.1.0]hexane-2,3-diol C(C1=CC=CC=C1)SC1=NC(=C2N=CN(C2=N1)[C@H]1[C@@H]([C@@H]([C@@]2(C[C@H]12)CO)O)O)NC